C(C)N(C)CCC1=CNC=2C1=NC=CC2 3-(N-ethyl-N-methylaminoethyl)-pyrrolo[3,2-b]pyridine